CC1=NC(=CC=C1O[C@@H]1C[C@H](CCC1)C(=O)OCC)C1=C(C(=NO1)C)COC1OCCCC1 (1S,3S)-Ethyl 3-((2-methyl-6-(3-methyl-4-(((tetrahydro-2H-pyran-2-yl)oxy)methyl) isoxazol-5-yl)pyridin-3-yl)oxy)cyclohexanecarboxylate